C(C)OC(CN1C=C(C2=C1C=NNC2=O)Br)=O.C(C=C)OC2=C(C=C(C=C2)/C=C/C(=O)N2CCNCC2)OC (E)-3-(4-(allyloxy)-3-methoxyphenyl)-1-(piperazin-1-yl)prop-2-en-1-one ethyl-2-(3-bromo-4-oxo-4,5-dihydro-1H-pyrrolo[2,3-d]pyridazin-1-yl)acetate